5,6-difluoro-4-(8-fluoro-2-(((2R,7aS)-2-fluorotetrahydro-1H-pyrrolizin-7a(5H)-yl)methoxy)-4-(piperidin-4-yl)pyrido[4,3-d]pyrimidin-7-yl)naphthalen-2-ol FC1=C2C(=CC(=CC2=CC=C1F)O)C1=C(C=2N=C(N=C(C2C=N1)C1CCNCC1)OC[C@]12CCCN2C[C@@H](C1)F)F